C(CCC)C(CSCCCCCCCCC=O)CCCCCC 9-((2-butyloctyl)thio)nonanal